N1CCN2C1C1N(CC2)CCN1 Decahydrodiimidazo[1,2-a:2',1'-c]pyrazin